N-((1R)-3-Cyano-3-azabicyclo[3.2.0]heptan-1-yl)-5-(2-((4-fluorophenyl)thio)phenyl)thiazol-2-carboxamid C(#N)N1C[C@]2(CCC2C1)NC(=O)C=1SC(=CN1)C1=C(C=CC=C1)SC1=CC=C(C=C1)F